FC(C(=O)O)(F)F.FC1=C(C=C(C=C1)F)[C@H](C)NC1=CC(=C(C(=C1)F)S(=O)(=O)NC1=NC=NC=C1)F (S)-4-((1-(2,5-difluorophenyl)ethyl)amino)-2,6-difluoro-N-(pyrimidin-4-yl)benzenesulfonamide 2,2,2-trifluoroacetate